5-(3-cyanophenyl)thiophene-3-carboxylic acid C(#N)C=1C=C(C=CC1)C1=CC(=CS1)C(=O)O